C(#N)C1=CC(=C(C=C1)C1C(=C(NC2=C(C=NC(=C12)OCC1CCC1)C)C)C(=O)O)OC 4-(4-cyano-2-methoxyphenyl)-5-(cyclobutylmethoxy)-2,8-dimethyl-1,4-dihydro-1,6-naphthyridine-3-carboxylic acid